2-pentafluorosulfanylethyl bromide FS(CCBr)(F)(F)(F)F